CCCCCCCCCCCCCCC[C@H]([C@H](CO)NC(=O)CCCCCCC/C=C\\CCCCCCCC)O The molecule is a dihydroceramide in which the ceramide N-acyl group is specified as (9Z)-octadecenoyl (oleoyl). It has a role as a mouse metabolite. It derives from an oleic acid.